C1(CCCCC1)N(C1=C(C(=O)NC=2SC(=CN2)CC)C=C(C=C1)S(N(C)C)(=O)=O)C 2-(cyclohexyl(methyl)amino)-5-(N,N-dimethylsulfamoyl)-N-(5-ethylthiazol-2-yl)benzamide